N-(4-fluoro-3-methylphenyl)-5-(2-((4-(isopropylcarbamoyl)tetrahydro-2H-pyran-4-yl)amino)-2-oxoacetyl)-1,2,4-trimethyl-1H-pyrrole-3-carboxamide FC1=C(C=C(C=C1)NC(=O)C1=C(N(C(=C1C)C(C(=O)NC1(CCOCC1)C(NC(C)C)=O)=O)C)C)C